CN1N=CC=2C3=CC=4C(/C=C/C=5C=CN(CCCCOC21)N5)=NNC4C=C3 (13E)-3-methyl-3,5,6,7,8,16-hexahydro-9,12-(azeno)-17,19-ethenodipyrazolo[3,4-l:4',3'-p][1,6]oxazacycloheptadecine